[Fe].[S].[K] Potassium Sulfur Iron